C(C(=C)C)(=O)OCCCC=1NC=C[N+]1C methacryloyloxypropyl-3-methylimidazolium